6-methoxy-2-(pyridin-4-yl)-6,7,8,9-tetrahydro-6,9-ethanothieno[2,3-c]Quinolin-4(5H)-one COC12CCC(C=3C4=C(C(NC13)=O)SC(=C4)C4=CC=NC=C4)CC2